2-((methylamino)methyl)-1-(4-fluorophenyl)cyclohexan-1-ol CNCC1C(CCCC1)(O)C1=CC=C(C=C1)F